[Na].SC(C)S dimercaptoethane sodium